2-((1R,5S,6S)-6-(3,4-dimethylphenyl)-3-azabicyclo[3.1.0]hexane-3-carbonyl)-7-oxa-5-azaspiro[3.4]octan-6-one CC=1C=C(C=CC1C)C1[C@@H]2CN(C[C@H]12)C(=O)C1CC2(C1)NC(OC2)=O